O(C=1C(C=C(N(C1)CCCCCCCCCCCCCCCCCC)C)=O)C=1C(C=C(N(C1)CCCCCCCCCCCCCCCCCC)C)=O 5,5'-oxybis(N-octadecyl-2-methyl-pyridin-4-one)